NC1=CC(=NN1C(C)(C)C)[C@H]1C[C@H]([C@H](C1)N(C([O-])=O)C12CC(C1)C2)O[Si](C2=CC=CC=C2)(C2=CC=CC=C2)C(C)(C)C |r| rac-(1S,2R,4R)-4-(5-amino-1-(tert-butyl)-1H-pyrazol-3-yl)-2-((tert-butyldiphenylsilyl)oxy)cyclopentylbicyclo[1.1.1]pentan-1-ylcarbamate